C1C(CC2=CC=CC=C12)NC1=NC=C(C=N1)C1=NOC2(CN(C2)C(=O)N2CC3=C(CC2)NN=N3)C1 (7-(2-((2,3-dihydro-1H-inden-2-yl)amino)pyrimidin-5-yl)-5-oxa-2,6-diazaspiro[3.4]oct-6-en-2-yl)(1,4,6,7-tetrahydro-5H-[1,2,3]triazolo[4,5-c]pyridin-5-yl)methanone